2-cyclopentyl-6-phenyl-N4-(pyridin-4-yl)-1,3,5-triazine-2,4-diamine C1(CCCC1)C1(NC(=NC(=N1)NC1=CC=NC=C1)C1=CC=CC=C1)N